CN(CCSC(CCC1C(CC(CC1)C(=O)OCCCCCCCCCCCCOC(=O)C1CC(C(CC1)CCC(C(CCC(C(C)C)SCCN(C)C)C)SCCN(C)C)SCCN(C)C)SCCN(C)C)C(CCC(C(C)C)SCCN(C)C)C)C dodecane-1,12-diyl bis(4-(3,7-bis((2-(dimethylamino)ethyl)thio)-4,8-dimethylnonyl)-3-((2-(dimethylamino)ethyl)thio)cyclohexanecarboxylate)